1-(3,8-diazabicyclo[3.2.1]oct-3-yl)-6-(8-chloronaphthalen-1-yl)-3-(((S)-1-methylpyrrolidin-2-yl)methoxy)-5,6,7,8-tetrahydro-2,6-naphthyridine-4-carbonitrile C12CN(CC(CC1)N2)C2=NC(=C(C=1CN(CCC21)C2=CC=CC1=CC=CC(=C21)Cl)C#N)OC[C@H]2N(CCC2)C